triethyl-[[4-(trifluoromethyl)-4-piperidyl]oxy]silane C(C)[Si](OC1(CCNCC1)C(F)(F)F)(CC)CC